1,3-bis(2,6-diisopropylphenyl)-3H-imidazole C(C)(C)C1=C(C(=CC=C1)C(C)C)N1CN(C=C1)C1=C(C=CC=C1C(C)C)C(C)C